CN1C(C2=C(C=C1)C(=CN2)C2=CC=C(C=C2)CN2CCC1(COC1)CC2)=O 6-Methyl-3-(4-(2-oxa-7-azaspiro[3.5]non-7-ylmethyl)phenyl)-1H-pyrrolo[2,3-c]pyridin-7(6H)-one